(2,4-Dihydroxy-6-(pyridin-4-ylmethoxy)phenyl)(4-((tetrahydrofuran-3-yl)amino)isoindolin-2-yl)methanone OC1=C(C(=CC(=C1)O)OCC1=CC=NC=C1)C(=O)N1CC2=CC=CC(=C2C1)NC1COCC1